5,7-dimethyl-11-phenyl-5H-dibenzo[b,e][1,4]diazepine CN1C2=C(N=C(C3=C1C=CC=C3)C3=CC=CC=C3)C=CC(=C2)C